OC(C)(C)C1CCNCC1 4-(2-hydroxypropan-2-yl)piperidin